(S)-2-amino-4-((3,3-difluorocyclobutyl)(4-(5,6,7,8-tetrahydro-1,8-naphthyridin-2-yl)butyl)amino)butanoic acid N[C@H](C(=O)O)CCN(CCCCC1=NC=2NCCCC2C=C1)C1CC(C1)(F)F